(S)-7,7-difluoro-2-((4-((2-hydroxy-1-phenylethyl)amino)-5-(1,3,4-oxadiazol-2-yl)pyridin-2-yl)amino)-6,7-dihydro-5H-pyrrolo[3,4-b]pyridin-5-one FC1(NC(C=2C1=NC(=CC2)NC2=NC=C(C(=C2)N[C@H](CO)C2=CC=CC=C2)C=2OC=NN2)=O)F